N-(2-(4,4-difluoropiperidin-1-yl)-6-methoxy-7-(3-(pyrrolidin-1-yl)propoxy)quinazolin-4-yl)isoxazol-3-amine FC1(CCN(CC1)C1=NC2=CC(=C(C=C2C(=N1)NC1=NOC=C1)OC)OCCCN1CCCC1)F